O1CCN(CC1)C(C#N)C 2-morpholinopropanonitrile